N-[2-(3-hydroxy-2,2-Dimethyl-propyl)-6-morpholino-1-oxo-isoindolin-5-yl]pyrazolo[1,5-a]pyrimidine-3-carboxamide OCC(CN1C(C2=CC(=C(C=C2C1)NC(=O)C=1C=NN2C1N=CC=C2)N2CCOCC2)=O)(C)C